ClC1=CC=C(N=N1)OCC1=C(N=NN1C1=CC=C(C=C1)C(F)F)C1=NOC(=C1)C 3-(5-(((6-chloropyridazin-3-yl)oxy)methyl)-1-(4-(difluoromethyl)phenyl)-1H-1,2,3-triazol-4-yl)-5-methylisoxazole